C(N)(=O)[C@@]1(N(CC1)C(=O)OC(C)(C)C)C tert-butyl (R)-2-carbamoyl-2-methylazetidine-1-carboxylate